C(\C=C\C(=O)OCCCC)(=O)O[Si](C1=CC=CC=C1)(C1=CC=CC=C1)C(C)(C)C (t-butyldiphenylsilyl) (n-butyl) fumarate